C(C)(=O)N1C(/C(/N(C(C1)=O)C#CC)=C/C1=CC=C(C(=O)OC(C)(C)C)C=C1)=O tert-butyl (Z)-4-((4-acetyl-3,6-dioxo-1-(propynyl)piperazine-2-ylidene)methyl)benzoate